C1(CCCC1)C=1C=C(C=CC1)C1(CC1)C=1C(=C(C(=O)N)C=C(C1)OCCN(C)C)C (1-(3-Cyclopentylphenyl)cyclopropyl)-5-(2-(dimethylamino)ethoxy)-2-methylbenzamide